C(C)(C)(C)OC(=O)NC=1C=C(CC2=CC=C(C=C2)B(O)O)C=CC1 (4-(3-((tert-butoxycarbonyl)amino)benzyl)phenyl)boronic acid